CC1=NN(C(=C1)C)C12CC3(CC(CC(C1)C3)C2)O 3-(3,5-dimethyl-1H-pyrazol-1-yl)-adamantan-1-ol